3-(2-hydroxyethoxy)propionitrile OCCOCCC#N